5,6-dihydroimidazo[5,1-a]isoquinolin-8-ol C=1N=CN2C1C1=CC=C(C=C1CC2)O